C(C)(C)(C)OC(=O)N[C@@H](C(=O)OC)CCCI methyl (R)-2-((tert-Butoxycarbonyl) amino)-5-iodopentanoate